N1N=CC2=CC(=CC=C12)NC1=NC(=NC=C1C(F)(F)F)C1=CC=C(C=C1)C=C(C(=O)N)N(C)C 3-(4-(((1h-indazol-5-yl)amino)-5-(trifluoromethyl)pyrimidin-2-yl)phenyl)-aza-isopropylacrylamide